C1CCC=2NC(C=3C=CC=CC3C21)=O 1,2,3,4-tetrahydro-5H-cyclopenta[c]isoquinolin-5-one